N1N=CC(=C1)C=1C=CC(=NC1)NC1=NC(=NC=C1)C=1C=C2CN(CC2=CC1)C(=O)C1CC(C1)(F)F (5-(4-((5-(1H-pyrazol-4-yl)pyridin-2-yl)amino)pyrimidin-2-yl)isoindolin-2-yl)(3,3-difluorocyclobutyl)methanone